(Z)-Beta-ocimene C=C\C(\C)=C/CC=C(C)C